5-Bromo-1-((methylamino)methyl)isochroman-8-ol BrC1=C2CCOC(C2=C(C=C1)O)CNC